C1(CCC(C)O1)=S γ-thionovalerolactone